7-ethyl-4-(4-fluoro-3-(5-methoxy-2,3-dihydrobenzofuran-4-yl)phenyl)-7H-imidazo[4,5-c]Pyridazine C(C)N1C=NC2=C1N=NC=C2C2=CC(=C(C=C2)F)C2=C(C=CC1=C2CCO1)OC